N1=C(C=CC2=CN=CC=C12)NC1=NC=C(C(=O)NC2CCC(CC2)C(=O)OC)C(=C1)NC1CC1 methyl (1r,4r)-4-(6-((1,6-naphthyridin-2-yl)amino)-4-(cyclopropylamino)nicotinamido)cyclohexane-1-carboxylate